NC=CCCC1=CC=C(C=C1)/C/1=N/[C@@H](C=2N(C3=C1C(=C(S3)C)C)C(=NN2)C)CC(=O)OC(C)(C)C tert-butyl (R,Z)-2-(4-(4-(4-aminobut-3-en-1-yl)phenyl)-2,3,9-trimethyl-6H-thieno[3,2-f][1,2,4]triazolo[4,3-a][1,4]diazepin-6-yl)acetate